C(#N)C=1C(=NC(=C(C1CC)C#N)N1CCNCC(C1)F)SC(C(=O)N)C1=CC=CC=C1 2-((3,5-dicyano-4-ethyl-6-(6-fluoro-1,4-diazepan-1-yl)pyridin-2-yl)thio)-2-phenylacetamide